4-Acetylphenyldiphenylsulfonium tetrafluoroborat F[B-](F)(F)F.C(C)(=O)C1=CC=C(C=C1)[S+](C1=CC=CC=C1)C1=CC=CC=C1